C1CCC12CCN(CC2)CC(=O)NC=2C=C(C(=NC2)C)NC(=O)C2=NN=C1N2C=CC(=C1)C=1C=NN(C1)C N-(5-(2-(7-azaspiro[3.5]nonan-7-yl)acetamido)-2-methylpyridin-3-yl)-7-(1-methyl-1H-pyrazol-4-yl)-[1,2,4]triazolo[4,3-a]pyridine-3-carboxamide